OCCNC(=O)C=1C(=C(C=CC1)NC1=CC(=NC=C1C(NC)=O)NC1=NC=C(C(=O)N)C=C1)OC 6-((4-((3-((2-hydroxyethyl)carbamoyl)-2-methoxyphenyl)amino)-5-(methylcarbamoyl)pyridin-2-yl)amino)nicotinamide